11,13,15-octadecatrienoic acid C(CCCCCCCCCC=CC=CC=CCC)(=O)O